tert-Butyl 4-[[[6-[[2-chloro-6-[3-[2-[1-(trifluoromethyl)cyclopropyl]ethoxy] pyrazol-1-yl]pyridine-3-carbonyl]sulfamoyl]-2-pyridyl]amino]methyl]-2,2-dimethyl-pyrrolidine-1-carboxylate ClC1=NC(=CC=C1C(=O)NS(=O)(=O)C1=CC=CC(=N1)NCC1CC(N(C1)C(=O)OC(C)(C)C)(C)C)N1N=C(C=C1)OCCC1(CC1)C(F)(F)F